C(C)OC1=CC(=NC=C1C#N)CO 4-ethoxy-6-(hydroxymethyl)nicotinonitrile